C1(=CC=CC=C1)S(=O)(=O)C1=CC=C(C=C1)S(=O)(=O)C1=CC=C(S1)CN (5-((4-(Phenylsulfonyl)phenyl)sulfonyl)thiophen-2-yl)methanamine